(pyrrole-3-yl)-acetic acid N1C=C(C=C1)CC(=O)O